4-Pentyl-1-nonanol C(CCCC)C(CCCO)CCCCC